NC1=C(C(=CC2=CC(=C(C(=C12)O)N=NC1=CC=CC=C1)S(=O)(=O)[O-])S(=O)(=O)[O-])N=NC1=CC=C(C=C1)[N+](=O)[O-].[Na+].[Na+] sodium 4-amino-5-hydroxy-3-(4-nitrophenylazo)-6-(phenylazo)naphthalene-2,7-disulfonate